C1(=C(C=CC=C1)NC(=S)NC(=O)NCC1=CC(=CC=C1)C1=NN(C=N1)C1=CC=C(C=C1)OC(F)(F)F)C 1-(o-tolylcarbamothioyl)-3-[[3-[1-[4-(trifluoromethoxy)phenyl]-1H-1,2,4-triazol-3-yl]phenyl]methyl]urea